C(=O)(OC(C)(C)C)NC(C(=O)O)CCCCCC(=O)O 2-(Boc-amino)octanedioic acid